[N+](=O)([O-])C=1C=C(OC2=NC(=CC(=C2)C2=NC=CC=C2)C2=CC=CC=C2)C=CC1 2'-(3-nitrophenoxy)-6'-phenyl-2,4'-bipyridine